1,4,5,7-tetrahydro-indazol-6-one N1N=CC=2CCC(CC12)=O